3-ethoxy-2-methyl-3-oxo-2-(p-tolylmethyl)propionic acid C(C)OC(C(C(=O)O)(CC1=CC=C(C=C1)C)C)=O